C1(=CC=CC=C1)C=1C=C(C=CC1)CNC(CC(=O)N)=O N-[(3-phenylphenyl)methyl]propanediamide